ClC=1C(=CC=C2C=CC=C(C12)C1=CC=C2C(=NC(=NC2=C1)OC[C@H]1N(CCC1)C)N1[C@@H]2CCN([C@@H]2C1)C(C(=C)F)=O)F 1-((1R,5R)-6-(7-(8-chloro-7-fluoronaphthalen-1-yl)-2-(((S)-1-methylpyrrolidin-2-yl)methoxy)quinazolin-4-yl)-2,6-diazabicyclo[3.2.0]hept-2-yl)-2-fluoroprop-2-en-1-one